OCCCN1C2=CC=CC=3C=C(N(C(C1)C)C32)C3=NC2=C(N3C)C(=CC(=C2)C(=O)OC)OC methyl 2-[9-(3-hydroxypropyl)-11-methyl-1,9-diazatricyclo[6.3.1.04,12]dodeca-2,4(12),5,7-tetraen-2-yl]-7-methoxy-1-methyl-benzimidazole-5-carboxylate